(1S,4S,7R)-7-fluoro-2,5-diazabicyclo[2.2.1]heptane-2-carboxylic acid benzyl ester C(C1=CC=CC=C1)OC(=O)N1[C@H]2CN[C@@H](C1)[C@H]2F